6-[4-[acetyl-(methyl)amino]-3-methyl-phenyl]-N-[(2-methyl-3-pyridinyl)methyl]pyridine-3-carboxamide C(C)(=O)N(C1=C(C=C(C=C1)C1=CC=C(C=N1)C(=O)NCC=1C(=NC=CC1)C)C)C